CN1N=CC(=C1C)S(=O)(=O)N1CCC(=CC1)C=1C(=CC=2N(C1)N=CN2)CC 6-(1-((1,5-dimethyl-1H-pyrazol-4-yl)sulfonyl)-1,2,3,6-tetrahydropyridin-4-yl)-7-ethyl-[1,2,4]triazolo[1,5-a]pyridine